4-hydroxy-4-methyloctanoic acid OC(CCC(=O)O)(CCCC)C